1-(3-(2-methyl-1,3-dioxolan-2-yl)propyl)-1H-pyrazole-3-carboxylic acid ethyl ester C(C)OC(=O)C1=NN(C=C1)CCCC1(OCCO1)C